[N+](=O)([O-])C=1C=C(C(O)=CC1)O Para-nitrocatechol